Ethyl (E)-5-(5-((8-bromo-6-(bromomethyl)-4-oxochroman-3-ylidene)methyl)-2-chlorophenoxy)pentanoate BrC=1C=C(C=C2C(\C(\COC12)=C\C=1C=CC(=C(OCCCCC(=O)OCC)C1)Cl)=O)CBr